3-Imino-1-tritylindolin-2-one N=C1C(N(C2=CC=CC=C12)C(C1=CC=CC=C1)(C1=CC=CC=C1)C1=CC=CC=C1)=O